(R)-1-(1-(4-(cyanomethyl)piperidin-1-yl)-1,6-dihydroimidazo[4,5-d]pyrrolo[2,3-b]pyridin-2-yl)ethyl acetate C(C)(=O)O[C@H](C)C1=NC=2C(=C3C(=NC2)NC=C3)N1N1CCC(CC1)CC#N